(4'-Cyclopropyl-4-((3-fluoro-4-(1-methyl-4-(trifluoromethyl)-1H-imidazol-2-yl)benzyl)amino)-6'-methoxy-[2,5'-bipyrimidin]-5-yl)dimethylphosphine oxide C1(CC1)C1=NC=NC(=C1C1=NC=C(C(=N1)NCC1=CC(=C(C=C1)C=1N(C=C(N1)C(F)(F)F)C)F)P(C)(C)=O)OC